C1(CCCCC1)C1N=C2N(C(N(C3=C2N=CC(=C3)N3CCOCC3)CC3=CC(=CC(=C3)OC)OC)=O)C1 2-cyclohexyl-6-(3,5-dimethoxybenzyl)-8-(morpholin-4-yl)-2,6-dihydroimidazo[1,2-c]pyrido[2,3-e]pyrimidin-5(3H)-one